2',3',5'-tri-O-[tert-butyl-(dimethyl)silyl]-1-(2-hydroxyethyl)inosine C(C)(C)(C)[Si](O[C@H]1[C@@H](O[C@@H]([C@H]1O[Si](C)(C)C(C)(C)C)CO[Si](C)(C)C(C)(C)C)N1C=NC=2C(=O)N(C=NC12)CCO)(C)C